7-fluoro-6-methoxy-4-(6-(4-(4-methylpiperazin-1-yl)piperidin-1-yl)pyrazolo[1,5-a]pyrimidin-3-yl)quinoline ethyl-2-(((5-bromo-3-chloropyridin-2-yl)methyl)amino)-2-oxoacetate C(C)OC(C(=O)NCC1=NC=C(C=C1Cl)Br)=O.FC1=C(C=C2C(=CC=NC2=C1)C=1C=NN2C1N=CC(=C2)N2CCC(CC2)N2CCN(CC2)C)OC